6-(1-isopropylpyrazol-4-yl)-2-methyl-3-[rel-(4R)-8-methoxy-4-methyl-1-oxo-3,4-dihydro-2H-isoquinolin-6-yl]indazole-4-carbonitrile C(C)(C)N1N=CC(=C1)C=1C=C(C2=C(N(N=C2C1)C)C=1C=C2[C@H](CNC(C2=C(C1)OC)=O)C)C#N |o1:21|